CC=1N=C(N(C1)C(=O)NCC#CCC1=CC=CC=C1)OCCN1CCOCC1 4-Methyl-2-(2-morpholinoethoxy)-N-(4-phenylbut-2-ynyl)-1H-imidazole-1-carboxamide